C(N)(OO[Si](C)(C)C)=O (trimethylsiloxy) carbamate